ClC1=NN(C=C1C1=NC=CC(=N1)NC=1N=CC2=C(C=CC(=C2C1)C(C)C)N1[C@@H]([C@H](C1)CS(=O)(=O)C)C)[C@H]1CN([C@H](CC1)C)C N-(2-(3-Chloro-1-((3R,6S)-1,6-dimethylpiperidin-3-yl)-1H-pyrazol-4-yl)pyrimidin-4-yl)-5-isopropyl-8-((2R,3S)-2-methyl-3-((methanesulfonyl)methyl)azetidin-1-yl)isoquinolin-3-amine